NC=1C(N=NC1N)(C)C(C)(C)C 4,5-diamino-3-tert-butyl-3-methylpyrazole